CN(C(\C=C\C1=CC2=C(NC([C@@](CN2)(O[Si](C)(C)C)C)=O)N=C1)=O)CC=1OC2=C(C1C)C=CC=C2 (R,E)-N-Methyl-3-(3-methyl-4-oxo-3-((trimethylsilyl)oxy)-2,3,4,5-tetrahydro-1H-pyrido[2,3-b][1,4]diazepin-8-yl)-N-((3-methylbenzofuran-2-yl)methyl)acrylamide